CC(=O)[C@H]1CC[C@@H]2[C@@]1(CC[C@H]3[C@H]2CC[C@@H]4[C@@]3(CCC(=O)C4)C)C 5a-pregnane-3,20-dione